SC=1SC(=NN1)C1CCCC1 2-mercapto-5-cyclopentyl-1,3,4-thiadiazole